5-(9-Isopropyl-8-methyl-2-morpholino-9H-purin-6-yl)pyrimidin-2-amine C(C)(C)N1C2=NC(=NC(=C2N=C1C)C=1C=NC(=NC1)N)N1CCOCC1